CC(C)/C(=C/CC(C)(C=C)O)/OO The molecule is linalool hydroperoxide where the hydroperoxy group is located at position 6 of the linalool skeleton; one of the two main allergenic hydroperoxides formed by autoxidation of linalool. It has a role as an allergen.